C(CCC)C1(N(C(N2C1=CC=1C=C(C=CC21)OC)=O)OC)C#CCCC2=CC=CC=C2 1-butyl-2,7-dimethoxy-1-(4-phenylbutan-1-yn-1-yl)-1,2-dihydro-3H-imidazo[1,5-a]indol-3-one